benzyl (3R,5S)-3-((5-(1-(difluoromethyl)-1H-pyrazol-3-yl)-1-((2-(trimethylsilyl)ethoxy)methyl)-1H-pyrrolo[2,3-b]pyridin-4-yl)amino)-5-methylpiperidine-1-carboxylate FC(N1N=C(C=C1)C=1C(=C2C(=NC1)N(C=C2)COCC[Si](C)(C)C)N[C@H]2CN(C[C@H](C2)C)C(=O)OCC2=CC=CC=C2)F